N-(1-(2-methoxyphenyl)-3-carbonylpropyl)acetamide COC1=C(C=CC=C1)C(CC=C=O)NC(C)=O